ClC=1C=C(C=CC1NC1=NNC(=C1)C1=CC=C(C=C1)N1C(CCC1)=O)NC(C)=O N-(3-chloro-4-((5-(4-(2-oxopyrrolidin-1-yl)phenyl)-1H-pyrazol-3-yl)amino)phenyl)acetamide